(S)-3-(3-fluoropyridin-2-yl)-N-(7-(3-hydroxyl-3-methylbut-1-yn-1-yl)-5-methyl-4-oxo-2,3,4,5-tetrahydrobenzo[b][1,4]oxazepine-3-yl)imidazo[2,1-b]thiazole-6-carboxamide FC=1C(=NC=CC1)C=1N2C(SC1)=NC(=C2)C(=O)N[C@@H]2C(N(C1=C(OC2)C=CC(=C1)C#CC(C)(C)O)C)=O